2-t-butyl-9,10-dibutoxyanthracene C(C)(C)(C)C1=CC2=C(C3=CC=CC=C3C(=C2C=C1)OCCCC)OCCCC